C(C1=CC=CC=C1)(=O)C1C(C1)C#N 2-Benzoyl-cyclopropanecarbonitrile